1-(4-(3-ethyl-2-(2-methylpyridin-4-yl)-1H-indol-5-yl)piperidin-1-yl)-3-(isopropyl-(methyl)amino)propan-2-ol C(C)C1=C(NC2=CC=C(C=C12)C1CCN(CC1)CC(CN(C)C(C)C)O)C1=CC(=NC=C1)C